C(C(C)C)NC(=O)[C@@H]1CC2(CC2)C[C@H]1C(=O)N[C@@H](C[C@H]1C(NCC1)=O)C(COC(F)(F)F)=O (5R,6R)-N5-isobutyl-N6-((S)-3-oxo-1-((S)-2-oxopyrrolidin-3-yl)-4-(trifluoromethoxy)butan-2-yl)spiro[2.4]heptane-5,6-dicarboxamide